OC(C#CC1=CC2=C(OC[C@@H](C(N2C)=O)NC(=O)C2=NC=CC(=C2)CC=2N=C(SC2)C)C=C1)(C)C (S)-N-(7-(3-hydroxy-3-methylbut-1-yn-1-yl)-5-methyl-4-oxo-2,3,4,5-tetrahydrobenzo[b][1,4]oxazepin-3-yl)-4-((2-methylthiazol-4-yl)methyl)pyridineamide